1-(2-bromo-1-(4-bromophenyl)vinyl)benzimidazole BrC=C(C1=CC=C(C=C1)Br)N1C=NC2=C1C=CC=C2